di-tert-butyl glutamate HCl Cl.N[C@@H](CCC(=O)OC(C)(C)C)C(=O)OC(C)(C)C